N-[(trans)-4-hydroxy-1,1-dioxo-1lambda6-thiolan-3-yl]-2-(1-methyl-1H-pyrazol-4-yl)-6-[4-(trifluoromethoxy)phenyl]pyrimidine-4-carboxamide O[C@H]1[C@@H](CS(C1)(=O)=O)NC(=O)C1=NC(=NC(=C1)C1=CC=C(C=C1)OC(F)(F)F)C=1C=NN(C1)C